3-allyloxy-1-hydroxypropane C(C=C)OCCCO